NC=1SC2=C(N1)C(=CC=C2F)C2=C(C=C1C(=NC(N3C1=C2SCC2(CCC2)C3)=O)N3CCNCC3)C(F)(F)F 11-(2-amino-7-fluorobenzo[d]thiazol-4-yl)-8-(piperazin-1-yl)-10-(trifluoromethyl)-2H-spiro[[1,4]thiazepino[2,3,4-ij]quinazoline-3,1'-cyclobutan]-6(4H)-one